(2'-(2-(4-methoxyphenoxy)vinyl)-[1,1'-biphenyl]-2-yl)diphenylphosphine COC1=CC=C(OC=CC2=C(C=CC=C2)C2=C(C=CC=C2)P(C2=CC=CC=C2)C2=CC=CC=C2)C=C1